ClC1=C(C=C2C=C(N=CC2=C1)NC(=O)[C@H]1CC12CC(C2)OCC)N2CCN(CC2)[C@]2(COC[C@H]2F)C (1S,2S)-N-[7-chloro-6-[4-((3S,4S)-4-fluoro-3-methyl-tetrahydrofuran-3-yl)piperazin-1-yl]-3-isoquinolyl]-5-ethoxy-spiro[2.3]hexane-2-carboxamide